[2H]C=1C(=C(C(=C(C1)[C@@H]1[C@H](O[C@]([C@H]1C)(C(F)(F)F)C)C(=O)NC1=CC(=NC=C1)C(=O)N)OC)F)F 4-[[(2S,3R,4S,5R)-3-(5-deuterio-3,4-difluoro-2-methoxy-phenyl)-4,5-dimethyl-5-(trifluoromethyl)tetrahydrofuran-2-carbonyl]amino]pyridine-2-carboxamide